5-((2S,5R)-2,5-dimethylpiperazin-1-yl)quinoline-8-carbonitrile C[C@@H]1N(C[C@H](NC1)C)C1=C2C=CC=NC2=C(C=C1)C#N